salicylic acid hydroxyethyl ester OCCOC(C=1C(O)=CC=CC1)=O